C1(OCCC(CC)O1)=O 1,3-pentylene carbonate